methyl (1R,2S,5S)-3-[(2S)-3-cyclopropyl-2-[(2-tetrahydropyran-4-ylacetyl)amino]propanoyl]-6,6-dimethyl-3-azabicyclo[3.1.0]hexane-2-carboxylate C1(CC1)C[C@@H](C(=O)N1[C@@H]([C@H]2C([C@H]2C1)(C)C)C(=O)OC)NC(CC1CCOCC1)=O